OC1[C@@H]2[C@H]3CCC(C=C3CC[C@H]2[C@@H]2CCC([C@@]2(CC)C1)=O)=O 11-hydroxy-18-methylestr-4-ene-3,17-dione